Ethyl (Z)-2-(4-(2,5-dimethoxybenzyl)-2-((4-methylcyclohexyl)imino)-5-oxo-2,5-dihydro furan-3-yl)acetate COC1=C(CC2=C(/C(/OC2=O)=N/C2CCC(CC2)C)CC(=O)OCC)C=C(C=C1)OC